tert-butyl 1'-(1-(2,6-dioxopiperidin-3-yl)-3-methyl-2-oxo-2,3-dihydro-1H-benzo[d]imidazol-5-yl)-[4,4'-bipiperidine]-1-carboxylate O=C1NC(CCC1N1C(N(C2=C1C=CC(=C2)N2CCC(CC2)C2CCN(CC2)C(=O)OC(C)(C)C)C)=O)=O